ethylene-bis(iodoacetamide) C(CC(C(=O)N)I)C(C(=O)N)I